S(=O)(=O)(O)CCC[N+](C)(C)CCOC(C(=C)C)=O 3-sulfopropylmethacryloyloxyethyl-dimethyl-ammonium